((2R,4S,5R)-4-azido-5-(trifluoromethoxy)tetrahydro-2H-pyran-2-yl)((S)-1-(4-fluorophenyl)-3,4-dihydroisoquinolin-2(1H)-yl)methanone N(=[N+]=[N-])[C@H]1C[C@@H](OC[C@@H]1OC(F)(F)F)C(=O)N1[C@H](C2=CC=CC=C2CC1)C1=CC=C(C=C1)F